1,6-bis(3-ethyl-3-oxetanylmethoxy)hexane C(C)C1(COC1)COCCCCCCOCC1(COC1)CC